C(C)OC(=O)N1CC(C(CC1)=O)C=O 1-ETHOXYCARBONYL-3-FORMYL-4-PIPERIDONE